ClC(C)(Cl)Cl 2,2,2-trichloroethane